BrC1=C(OC=2C1=NC(=CC2I)Cl)C[C@H](CCOC(F)F)NC(OC(C)(C)C)=O tert-butyl N-[(2S)-1-{3-bromo-5-chloro-7-iodofuro[3,2-b]pyridin-2-yl}-4-(difluoromethoxy)butan-2-yl]carbamate